C(CCC)C1=C(C=CC(=C1)CCCC)C1=C(C(=C(C=C1)P([O-])[O-])C1=C(C=C(C=C1)CCCC)CCCC)C1=CC=CC=C1 bis(2,4-di-n-butylphenyl)-3-phenyl-phenylphosphonite